C=12C(=CC=CC1)O2 Phenylenoxid